COC=1C(=NC(=NC1)NC=1C=C(C=CC1)S(=O)(=O)N)N1CC(N(CC1)C1=CC=CC=C1)=O 3-((5-Methoxy-4-(3-oxo-4-phenylpiperazin-1-yl)pyrimidin-2-yl)amino)benzenesulfonamide